octyl-trimethyl-ammonium bromide [Br-].C(CCCCCCC)[N+](C)(C)C